N1(CCOCC1)C(C(=O)N)C 2-morpholin-4-yl-propionamide